sodium 2-(8-chloro-2-(((3-methoxycyclobutyl)methyl)(methyl)amino)-9-(methylthio)-5-oxobenzo[b][1,8]naphthyridin-10(5H)-yl)acetate ClC=1C=CC2=C(N(C=3N=C(C=CC3C2=O)N(C)CC2CC(C2)OC)CC(=O)[O-])C1SC.[Na+]